tert-Butyl 4-(4-((2,6-dioxopiperidin-3-yl)amino)phenyl)piperazine-1-carboxylate O=C1NC(CCC1NC1=CC=C(C=C1)N1CCN(CC1)C(=O)OC(C)(C)C)=O